2-(2-isopropylphenyl)-9-(4-(4-phenyl-1H-1,2,3-triazol-1-yl)benzyl)-7,9-dihydro-8H-purin-8-one C(C)(C)C1=C(C=CC=C1)C1=NC=C2NC(N(C2=N1)CC1=CC=C(C=C1)N1N=NC(=C1)C1=CC=CC=C1)=O